FC=1C=C(NC(C)C2=C(OC3=CC=C(C=C3C2=O)S(=O)(=O)NC)N2CCOCC2)C=C(C1)F [1-(3,5-difluoroanilino)ethyl]-N-methyl-2-morpholino-4-oxo-chromene-6-sulfonamide